O=C1N([C@@H]2CC[C@H](N1C2)C(=O)NNC(=O)[C@@H]2NC(CC2)=O)OS(=O)(=O)O.[Na] sodium (2S,5R)-7-oxo-N'-{[(2R)-5-oxopyrrolidin-2-yl]carbonyl}-6-(sulfooxy)-1,6-diazabicyclo[3.2.1]octane-2-carbohydrazide